BrC1=C(C=CC(=C1)C)OC(CC)=O (2-bromo-4-methyl-phenyl)propanoate